4-chloroformylbenzoic acid methyl ester COC(C1=CC=C(C=C1)C(=O)Cl)=O